FC=1C=NC=C(C1)C1=NNC=C1 3-fluoro-5-(1H-pyrazol-3-yl)pyridin